C/C(/C(/C=C/C)=O)=C(/C(C)C)\C (2E,5Z)-5,6,7-trimethylocta-2,5-dien-4-one